Ethyl 2,2-difluoro-3-(4-(1-Boc-7-fluoro-1H-indol-3-yl) furan-2-yl)-3-oxopropanoate FC(C(=O)OCC)(C(=O)C=1OC=C(C1)C1=CN(C2=C(C=CC=C12)F)C(=O)OC(C)(C)C)F